2-[6-bromo-4-(difluoromethyl)-7-methyl-indazol-2-yl]-2-[(6R)-6-fluoro-6,7-dihydro-5H-pyrrolo[1,2-c]imidazol-1-yl]acetic acid ethyl ester C(C)OC(C(C1=C2N(C=N1)C[C@@H](C2)F)N2N=C1C(=C(C=C(C1=C2)C(F)F)Br)C)=O